FC=1C=C(CNCCCCOCCNC=2C=3C=NNC3C=C(C2)C2=CN=CO2)C=C(C1OC(F)(F)F)F N-(2-(4-((3,5-difluoro-4-(trifluoromethoxy)benzyl)amino)butoxy)ethyl)-6-(oxazol-5-yl)-1H-indazol-4-amine